tert-butyl (3-(5-(benzylthio)-2,3-dihydro-1H-pyrrolo[3,2-b]pyridine-1-carbonyl)phenethyl)carbamate C(C1=CC=CC=C1)SC1=CC=C2C(=N1)CCN2C(=O)C=2C=C(CCNC(OC(C)(C)C)=O)C=CC2